C(C)OC[C@@]1(CN(CC1)CC=1C=NN(C1)C)CCC1=CC=CC=C1 (S)-4-((3-(ethoxymethyl)-3-phenethyl-pyrrolidin-1-yl)methyl)-1-methyl-1H-pyrazole